FC1=C(C(=O)N(C2=NC=CC3=C2C=C(S3)C3=CC(=NC=C3)C(F)(F)F)[C@H]3CNCCC3)C=CC(=C1)N1N=NC=3C1=NC=CC3 2-fluoro-N-[(3R)-3-piperidyl]-4-(triazolo[4,5-b]pyridin-3-yl)-N-[2-[2-(trifluoromethyl)-4-pyridyl]thieno[3,2-c]pyridin-4-yl]benzamide